BrC=1C=C2N(N=CC(=C2NCC2(COC2)CO)C(=NC2=C(C=C(C=C2)O[Si](C)(C)C(C)(C)C)CC)N)C1 6-bromo-N'-[4-[tert-butyl(dimethyl)silyl]oxy-2-ethyl-phenyl]-4-[[[3-(hydroxymethyl)oxetan-3-yl]methyl]amino]pyrrolo[1,2-b]pyridazine-3-carboxamidine